monofluorophosphoric acid OP(=O)(O)F